C1(CC1)C=1N=NN(C1)[C@H](C(=O)N1[C@@H](C[C@H](C1)O)C(=O)NCC1=C(C=NC=C1)OCCC(F)(F)F)C(C)(C)C (2S,4R)-1-[(2S)-2-(4-cyclopropyltriazol-1-yl)-3,3-dimethyl-butanoyl]-4-hydroxy-N-[[3-(3,3,3-trifluoropropoxy)-4-pyridyl]methyl]pyrrolidine-2-carboxamide